N1(N=CC=C1)C1=CC=C(CN(C=2SC=C(N2)COCC2=CC(=CC=C2)OC)CC2=CC(=CC=C2)OC)C=C1 N-(4-(1H-pyrazol-1-yl)benzyl)-N-(3-methoxybenzyl)-4-((3-methoxybenzyloxy)methyl)thiazol-2-amine